ClC1=CN=CC(=N1)OC1CCN(CC1)C(=O)OC(C)(C)C tert-butyl 4-((6-chloropyrazin-2-yl)oxy)piperidine-1-carboxylate